(R)-1-(4-(4-((1-(2-fluoro-3-(trifluoromethyl)phenyl)ethyl)amino)-7-methoxy-2-methylpyrido[2,3-d]pyrimidin-6-yl)piperazin-1-yl)-2-hydroxyethan-1-one FC1=C(C=CC=C1C(F)(F)F)[C@@H](C)NC=1C2=C(N=C(N1)C)N=C(C(=C2)N2CCN(CC2)C(CO)=O)OC